[8-(1-octylnonoxy)-8-oxo-octyl] (2S,5S)-5-[3-(dimethylamino)propanoyloxy]-1-(6-oxo-6-undecoxy-hexyl)piperidine-2-carboxylate CN(CCC(=O)O[C@H]1CC[C@H](N(C1)CCCCCC(OCCCCCCCCCCC)=O)C(=O)OCCCCCCCC(=O)OC(CCCCCCCC)CCCCCCCC)C